1,6-dioxa-9-azaspiro[3.6]decane O1CCC12COCCNC2